N-Ethyl-diethanolamin C(C)N(CCO)CCO